C(#N)C1=CC(=C(COC2=CC=CC(=N2)C2CCN(CC2)CC2=NC3=C(N2C[C@H]2OCC2)C=C(C=C3)C(=O)O)C=C1)F 2-[(4-{6-[(4-cyano-2-fluorobenzyl)oxy]pyridin-2-yl}piperidin-1-yl)methyl]-1-[(2S)-oxetan-2-ylmethyl]-1H-benzimidazole-6-carboxylic acid